CC(C(=O)N(C=1C2=C(N=CN1)N(N=N2)OCC[Si](C)(C)C)OCC[Si](C)(C)C)C 2-methyl-N-(2-trimethylsilylethoxy)-N-[3-(2-trimethylsilylethoxy)triazolo[4,5-d]Pyrimidin-7-yl]Propionamide